Methanone dihydrochloride Cl.Cl.C=O